3-bromopropionic acid triphenylphosphine salt C1(=CC=CC=C1)P(C1=CC=CC=C1)C1=CC=CC=C1.BrCCC(=O)O